C(CCCCCCCCCCCCCC)OCC(=O)O 2-(pentadecyloxy)acetic acid